Aluminium carbonat C([O-])([O-])=O.[Al+3].C([O-])([O-])=O.C([O-])([O-])=O.[Al+3]